4-Hydroxy-N-methyltryptamine 4-phosphate CNCCC1=CNC2=C1C(=CC=C2)OP(=O)(O)O